FC=1C=C2C(=NC3=NN=CN3C2=NC1)N1CCCC2=C(C=CC=C12)C#CC1(CC1)C(F)(F)F 11-fluoro-8-[5-[2-[1-(trifluoromethyl)cyclopropyl]ethynyl]-3,4-dihydro-2H-quinolin-1-yl]-2,4,5,7,13-pentazatricyclo[7.4.0.02,6]trideca-1(13),3,5,7,9,11-hexaene